BrC1=CC(=CC2=C1SC(=C2)C(=O)O)CC 7-Bromo-5-ethylbenzo[b]thiophene-2-carboxylic acid